N(=[N+]=[N-])OCCOCCOCCCCOC1=CC(=C(C(=O)N[C@H](C(=O)OC)CC2=CC=C(C=C2)C2=C(C=CC=C2OC)OC)C(=C1)Cl)Cl methyl (S)-2-(4-(4-(2-(2-(azidooxy)ethoxy)ethoxy)butoxy)-2,6-dichlorobenzamido)-3-(2',6'-dimethoxy-[1,1'-biphenyl]-4-yl)propanoate